(Z)-N'-(3-(3-(3-(pentafluoro-sulfaneyl)-5-(trifluoromethyl)phenyl)-1H-1,2,4-triazol-1-yl)acryloyl)-cyclopentane-carbohydrazide FS(C=1C=C(C=C(C1)C(F)(F)F)C1=NN(C=N1)\C=C/C(=O)NNC(=O)C1CCCC1)(F)(F)(F)F